Cl.NC\C=C(\CN1C=NC2=C1C=C(C=C2C2=C(C=CC(=C2)S(NC)(=O)=O)OC)C(=O)OC)/F methyl (Z)-1-(4-amino-2-fluorobut-2-en-1-yl)-4-(2-methoxy-5-(N-methylsulfamoyl)phenyl)-1H-benzo[d]imidazol-6-carboxylate hydrochloride